C(C(C)C)C1=C(C(=C(S1)S(=O)(=O)NC(OCC(C)(C)O)=O)C1=CC=C(C=C1)CN1C(=NC=C1)C(F)(F)F)C 2-hydroxy-2-methylpropyl (5-isobutyl-4-methyl-3-(4-((2-(trifluoromethyl)-1H-imidazol-1-yl)methyl)phenyl)thiophen-2-yl)sulfonylcarbamate